N1=CC=NC2=CC(=CC=C12)C1=CNC=2N=C(N=CC21)NC2CCC(CC2)NC(C)=O N-((1s,4s)-4-((5-(quinoxalin-6-yl)-7H-pyrrolo[2,3-d]pyrimidin-2-yl)amino)cyclohexyl)acetamide